1-nonanoyl-2-tricosanoyl-sn-glycero-3-phosphocholine C(CCCCCCCC)(=O)OC[C@@H](OC(CCCCCCCCCCCCCCCCCCCCCC)=O)COP(=O)([O-])OCC[N+](C)(C)C